ClC1=C(OC2=C3C(=NNC3=CC=C2NC(C2=CC(=CC(=C2)C(F)(F)F)F)=O)N2C(C3=C(C(=C(C(=C3C2=O)Cl)Cl)Cl)Cl)=O)C=C(C=C1)F N-(4-(2-chloro-5-fluorophenoxy)-3-(4,5,6,7-tetrachloro-1,3-dioxoisoindolin-2-yl)-1H-indazol-5-yl)-3-fluoro-5-(trifluoromethyl)benzamide